4-Chloro-5-(cyclopropylethynyl)-2-fluoroaniline ClC1=CC(=C(N)C=C1C#CC1CC1)F